BrC1=C(C=O)C=C(C=C1)Cl 2-bromo-5-chlorobenzaldehyde